ClC1=CC=C(CNC(=O)NC2CC3(C2)CC(C3)CN3N=NC=C3C3=CC=CC=C3)C=C1 1-(4-chlorobenzyl)-3-(6-((5-phenyl-1H-1,2,3-triazol-1-yl)methyl)spiro[3.3]heptan-2-yl)urea